Cl.CC=1OC(=C(N1)CN1N=CC(=C1)CN)C (1-((2,5-dimethyloxazol-4-yl)methyl)-1H-pyrazol-4-yl)methylamine hydrochloride